CC1(N(C(C2=CC=CC=C12)=O)C1=NC=CC2=C(C(=C(C(=C12)C1=CC=C(C=C1)F)C1=CC=C(C=C1)F)C1=CC=C(C=C1)F)C1=CC=C(C=C1)F)C 3,3-dimethyl-2-(5,6,7,8-tetra(4-fluorophenyl)-1-isoquinolyl)isoindol-1-one